BrC=1C=C(C=CC1)N1C=CC2=C1N=C(N=C2)Cl 7-(3-bromophenyl)-2-chloro-7H-pyrrolo[2,3-d]pyrimidine